ClC1=CC=C(C=C1)C=1C=C2C(=NC1)N=C(S2)NC(=O)C=2C(=CC=1N(C2)C=CN1)C1=C(C=CC=C1)OC N-(6-(4-chlorophenyl)thiazolo[4,5-b]pyridin-2-yl)-7-(2-methoxyphenyl)imidazo[1,2-a]pyridine-6-carboxamide